C(C=CC)S Crotylmercaptan